FC1=CC(=CC=2N(C(=NC21)C)C(C)C)C2=CNC=1N=C(N=CC12)NCC1(CC1)F 5-(4-fluoro-1-isopropyl-2-methyl-1H-benzo[d]imidazol-6-yl)-N-((1-fluorocyclopropyl)methyl)-7H-pyrrolo[2,3-d]pyrimidin-2-amine